P(=O)(O)(O)OCC(C(=O)O)O D-3-Phosphoglyceric acid